CNC(=O)C1CCCC1 N-methylcyclopentane-1-carboxamide